CC1N(CCCC1C(=O)O)C(=O)O 2-methylpiperidine-1,3-dicarboxylic acid